methyl-2,4-diisopropyl-cinnamic acid CC(C(=O)O)=CC1=C(C=C(C=C1)C(C)C)C(C)C